C(C1=CC=CC=C1)OC=1C(=NC=CC1)/C=C/C(=O)OC (E)-Methyl 3-(3-(benzyloxy)pyridin-2-yl)acrylate